(S)-N-(7-(3-((4-fluorobenzyl)amino)-3-methylbut-1-yn-1-yl)-5-methyl-4-oxo-2,3,4,5-tetrahydrobenzo[b][1,4]oxazepin-3-yl)-4-phenoxypyridineamide FC1=CC=C(CNC(C#CC2=CC3=C(OC[C@@H](C(N3C)=O)NC(=O)C3=NC=CC(=C3)OC3=CC=CC=C3)C=C2)(C)C)C=C1